Cl.FC(C1=C(CN2N=C(C(=C2)N)C)C=CC(=C1)C(F)(F)F)(F)F (2,4-bis(trifluoromethyl)benzyl)-3-methyl-1H-pyrazol-4-amine hydrochloride